(R)-3-(4,4-difluoroazepan-1-yl)-6-(4-(difluoromethyl)phenyl)-5-methyl-N-(3-(S-methylsulfonimidoyl)phenyl)pyridazine-4-carboxamide FC1(CCN(CCC1)C=1N=NC(=C(C1C(=O)NC1=CC(=CC=C1)[S@@](=O)(=N)C)C)C1=CC=C(C=C1)C(F)F)F